(S)-(5-((2-amino-2-(fluoromethyl)-4-methylpentyl)oxy)-4-(difluoromethyl)-[2,4'-bipyridyl]-2'-yl)carbamic acid methyl ester COC(NC1=NC=CC(=C1)C1=NC=C(C(=C1)C(F)F)OC[C@@](CC(C)C)(CF)N)=O